6-chloro-8-(3,3-difluoro-4,4-dimethylpyrrolidin-1-yl)-2-(1-(trifluoromethyl)cyclopropyl)imidazo[1,2-b]pyridazine ClC=1C=C(C=2N(N1)C=C(N2)C2(CC2)C(F)(F)F)N2CC(C(C2)(C)C)(F)F